Cl.F[C@@H]1C[C@H](N(C1)C)CN(S(=O)=O)NC=1C=NN(C1)C(C)C N-{[(2S,4R)-4-Fluoro-1-methylpyrrolidin-2-yl]methyl}-N-[1-(propan-2-yl)-1H-pyrazol-4-yl]aminosulfonamide hydrochloride